C1(CCC1)N1N=CC(=C1)C1=CC(=NC=C1)N 4-(1-Cyclobutyl-1H-pyrazol-4-yl)pyridin-2-amine